2-(2,4-dioxotetrahydropyrimidin-1(2H)-yl)-5-hydroxyisoindoline-1,3-dione O=C1N(CCC(N1)=O)N1C(C2=CC=C(C=C2C1=O)O)=O